CC1=C2NC(C=3N(C2=CC=C1)N=CC3)=O 6-methylpyrazolo[1,5-a]quinoxalin-4(5H)-one